COC1=C(C=CC(=C1)OC)CNC=1N=CC2=C(N1)N(C(C(=C2)N2CCNC1=C(C=CC=C21)C)=O)C2=CC=C(C=C2)N(C)CCOC 2-[(2,4-dimethoxyphenyl)methylamino]-8-[4-[2-methoxyethyl(methyl)amino]phenyl]-6-(5-methyl-3,4-dihydro-2H-quinoxalin-1-yl)pyrido[2,3-d]pyrimidin-7-one